ClC=1C(=NC(=NC1)NC1CCOCC1)C1=CC=C2CN(C(C2=C1)=O)CC(=O)NC1(COC1)C 2-(6-{5-chloro-2-[(oxan-4-yl)amino]pyrimidin-4-yl}-1-oxo-2,3-dihydro-1H-isoindol-2-yl)-N-(3-methyloxetan-3-yl)acetamide